C(C)(C)(C)C1=CC=C(C=C1)C=1OC(=C(N1)C(=O)NCCN(C)C)C1=CC=CC=C1 2-(4-(tert-butyl)phenyl)-N-(2-(dimethylamino)ethyl)-5-phenyl-Oxazole-4-carboxamide